2-[(5-chloro-3-vinyl-pyrazolo[3,4-c]pyridin-1-yl)methoxy]ethyl-trimethyl-silane ClC=1C=C2C(=CN1)N(N=C2C=C)COCC[Si](C)(C)C